CC1=CC(=NC=C1C(F)(F)F)[C@H](C)C1CC2(CN(C2)C(=O)N2C[C@@H]3[C@@H](OCC(N3)=O)CC2)C1 (4aR,8aS)-6-[6-[(1R)-1-[4-methyl-5-(trifluoromethyl)-2-pyridyl]ethyl]-2-azaspiro[3.3]heptane-2-carbonyl]-4,4a,5,7,8,8a-hexahydropyrido[4,3-b][1,4]oxazin-3-one